S1C=C(C=C1)C1=CC=CC2=C1OCO2 7-(thiophen-3-yl)benzo[d][1,3]dioxole